N-[(1S)-1-cyclohexyl-2-[4-(3,5-dimethyl-1H-pyrazol-4-yl)anilino]-2-oxo-ethyl]-3-methyl-triazole-4-carboxamide C1(CCCCC1)[C@@H](C(=O)NC1=CC=C(C=C1)C=1C(=NNC1C)C)NC(=O)C=1N(N=NC1)C